2-(1-(tert-butoxycarbonyl)piperidin-4-yl)-6-isopropyl-4H-thieno[3,2-b]Pyrrole-4,5-dicarboxylic acid 4-tert-butyl ester 5-methyl ester COC(=O)C1=C(C2=C(N1C(=O)OC(C)(C)C)C=C(S2)C2CCN(CC2)C(=O)OC(C)(C)C)C(C)C